N-(cyclohexylmethyl)-2-((6-oxo-6H-benzo[c]benzopyran-3-yl)oxy)acetamide C1(CCCCC1)CNC(COC1=CC2=C(C3=C(C(O2)=O)C=CC=C3)C=C1)=O